C(C)(C)(C)NS(=O)(=O)C=1C=C(C=CC1)NC1=NC(=NC=C1C)NC1=CC=C(C(=O)NC2=NC=C(C=C2)[N+](=O)[O-])C=C1 4-((4-((3-(N-(tert-butyl)sulfamoyl)phenyl)amino)-5-methylpyrimidin-2-yl)amino)-N-(5-nitropyridin-2-yl)benzamide